[Si](C)(C)(C(C)(C)C)OCCOC1(OC2=CC=CC=C2C(C1O)O)C1=CC=CC=C1 2-((t-butyldimethylsilyloxy)ethoxy)flavan-3,4-diol